dl-3-n-butyl-1(3H)-isobenzofuranone C(CCC)C1OC(C2=CC=CC=C12)=O